benzyl N-((S)-3-((tert-butoxycarbonyl)(methyl)amino)-4-((tert-butyldiphenylsilyl)oxy)butanoyl)-N-methyl-L-valinate C(C)(C)(C)OC(=O)N([C@@H](CC(=O)N([C@@H](C(C)C)C(=O)OCC1=CC=CC=C1)C)CO[Si](C1=CC=CC=C1)(C1=CC=CC=C1)C(C)(C)C)C